benzyl-cysteinyl-N-Cbz-glutamic acid methyl ester COC([C@@H](N(C(=O)OCC1=CC=CC=C1)C([C@@H](NCC1=CC=CC=C1)CS)=O)CCC(=O)O)=O